C(C)(C)C1CC(CC1)=CC(C=O)C 3-(3-isopropylcyclopentylidene)-2-methylpropionaldehyde